ClC(CC[SiH](Cl)Cl)Cl dichloropropyl-dichlorosilane